ClC1=CC=C(C=C1)C=1SC=C2N=CN(C(C21)=O)CC(N2CCCCC2)=O 5-(4-chlorophenyl)-3-(2-oxo-2-(piperidin-1-yl)ethyl)thieno[3,4-d]pyrimidin-4(3H)-one